C(OC(C(C)C)OOC(C)(C)CCCC)([O-])=O tert-heptyl-peroxy-isobutyl monocarbonate